(1S)-6-chloro-1-(cyclopentylmethyl)-2-[4-(trifluoromethyl)-1,3,5-triazin-2-yl]-2,3,4,9-tetrahydro-1H-pyrido[3,4-b]indole ClC=1C=C2C3=C(NC2=CC1)[C@@H](N(CC3)C3=NC=NC(=N3)C(F)(F)F)CC3CCCC3